B([O-])([O-])[O-].[Al+3] Aluminium borat